[N+](=O)([O-])C1=C(C=CC(=C1)N)N 2-nitro-1,4-diaminobenzene